2,6-di-tert-butyl-4-benzylidene-cyclohexa-2,5-dienone C(C)(C)(C)C=1C(C(=CC(C1)=CC1=CC=CC=C1)C(C)(C)C)=O